benzyl (2S,4R)-1-((dibenzo[b,d]thiophene-2-carbonyl)glycyl)-4-fluoro-4-(fluoromethyl)pyrrolidine-2-carboxylate C1=C(C=CC=2SC3=C(C21)C=CC=C3)C(=O)NCC(=O)N3[C@@H](C[C@@](C3)(CF)F)C(=O)OCC3=CC=CC=C3